1,3,5-tris(vinyloxy)adamantan C(=C)OC12CC3(CC(CC(C1)C3)(C2)OC=C)OC=C